tert-butyl ((3R,4S)-4-(hydroxymethyl)piperidin-3-yl)carbamate OC[C@@H]1[C@H](CNCC1)NC(OC(C)(C)C)=O